6-{[1-(4-chlorophenyl)-7-fluoro-5-[1-hydroxy-1-(1-methyl-1H-pyrazol-3-yl)propyl]-3-oxo-1-[(3S)-oxocyclopent-3-yloxy]-2,3-dihydro-1H-isoindol-2-yl]methyl}pyridine-3-carbonitrile ClC1=CC=C(C=C1)C1(N(C(C2=CC(=CC(=C12)F)C(CC)(C1=NN(C=C1)C)O)=O)CC1=CC=C(C=N1)C#N)O[C@@H]1CC(CC1)=O